3-chloro-2-cyclopropoxy-5-(4-(4,4,5,5-tetramethyl-1,3,2-dioxaborolan-2-yl)phenoxy)benzonitrile ClC=1C(=C(C#N)C=C(C1)OC1=CC=C(C=C1)B1OC(C(O1)(C)C)(C)C)OC1CC1